ClCC=1OC=C(C(C1)=O)OCC1=CC=C(C=C1)OC 2-(chloromethyl)-5-((4-methoxybenzyl)oxy)-4H-pyran-4-one